N-((5-(3-chloro-5-(trifluoromethyl)pyridin-2-yl)-1,2,4-oxadiazol-3-yl)methyl)-2-chloropyridine-3-carboxamide ClC=1C(=NC=C(C1)C(F)(F)F)C1=NC(=NO1)CNC(=O)C=1C(=NC=CC1)Cl